C(C1=CC=CC=C1)(=O)C=1/C(/C(N2C1NCCC2)(C2=CC=C(C=C2)C)O)=C/2\C(OC1=CC=C(C=C1C2=O)Cl)=O (E)-3-(8-benzoyl-6-hydroxy-6-(p-tolyl)-1,2,3,4-tetrahydropyrrolo[1,2-a]pyrimidin-7(6H)-ylidene)-6-chlorochroman-2,4-dione